O=C1NC(CCC1N1C(C2=CC=CC(=C2C1=O)N(CC=1N=NN(C1)CC1COCC1)C)=O)=O 2-(2,6-Dioxopiperidin-3-yl)-4-(methyl((1-((tetrahydrofuran-3-yl)methyl)-1H-1,2,3-triazol-4-yl)methyl)amino)isoindoline-1,3-dione